NC=1C=C(C=CC1)S(=O)(=O)NC1=NC(=CC(=N1)OC1=CC(=CC=C1)N)C1=C(C=CC=C1C)C 3-amino-N-[4-(3-aminophenoxy)-6-(2,6-dimethylphenyl)pyrimidin-2-yl]benzenesulfonamide